NC1=CC=C(C=C1)C1C[C@H]2CC[C@@H](C1)N2C(=O)OC(C)(C)C tert-butyl (1R,5S)-3-(4-aminophenyl)-8-azabicyclo[3.2.1]octan-8-carboxylate